ethyl 4-(5-(3-((4-chloro-2-(4-ethoxy-4-oxobutanoyl)-6-methoxybenzo[b]thiophen-5-yl) oxy) propoxy)-4-fluoro-6-methoxyisoindolin-2-yl)-4-oxobutanoate ClC1=C(C(=CC=2SC(=CC21)C(CCC(=O)OCC)=O)OC)OCCCOC=2C(=C1CN(CC1=CC2OC)C(CCC(=O)OCC)=O)F